2-(acryloyloxy)-N,N,N-trimethylethanaminium C(C=C)(=O)OCC[N+](C)(C)C